2-(naphthalen-2-ylmethyl)-N-(quinolin-8-yl)but-3-enamide C1=C(C=CC2=CC=CC=C12)CC(C(=O)NC=1C=CC=C2C=CC=NC12)C=C